acryloxybutadiene C(C=C)(=O)OC=CC=C